(E)-4-(2-(5-amino-6-(phenylthio)pyrazin-2-yl)vinyl)phenol NC=1N=CC(=NC1SC1=CC=CC=C1)/C=C/C1=CC=C(C=C1)O